3-(5-(difluoromethoxy)pyridin-3-yl)-1-(4-fluorophenyl)-N-(3-methyl-1,1-dioxidotetrahydrothiophen-3-yl)-1H-indole-6-carboxamide FC(OC=1C=C(C=NC1)C1=CN(C2=CC(=CC=C12)C(=O)NC1(CS(CC1)(=O)=O)C)C1=CC=C(C=C1)F)F